1-(4-(3-(pyrimidin-4-yloxy)benzyl)piperazine-1-carbonyl)-1H-pyrazole-3-carboxylic acid N1=CN=C(C=C1)OC=1C=C(CN2CCN(CC2)C(=O)N2N=C(C=C2)C(=O)O)C=CC1